FC=1C(=C(C=CC1F)[C@H]1CS[C@](C1)(C(F)(F)F)C)OC (2R,3S,5R)-3-(3,4-difluoro-2-methoxyphenyl)-5-methyl-5-(trifluoromethyl)tetrahydrothiophene